2-[[3-[rac-(3R,5R)-5-(4-fluorophenyl)tetrahydro-furan-3-yl]-1,2,4-oxadiazol-5-yl]methyl]pyrido[1,2-a]pyrazine-1,6-dione FC1=CC=C(C=C1)[C@H]1C[C@@H](CO1)C1=NOC(=N1)CN1C(C=2N(C=C1)C(C=CC2)=O)=O |r|